dibenzyl (3-hydroxybutan-2-yl) phosphate P(=O)(OCC1=CC=CC=C1)(OCC1=CC=CC=C1)OC(C)C(C)O